C1(=C(C=CC=C1)C1=CC2=C(N=C(S2)C(CCC(=O)O)=O)C=C1)C1=CC2=C(N=C(S2)C(CCC(=O)O)=O)C=C1 4,4'-(1,2-phenylenebis(benzo[d]thiazole-6,2-diyl))bis(4-oxobutanoic acid)